Tributyl-(1-phenylvinyl)stannane C(CCC)[Sn](C(=C)C1=CC=CC=C1)(CCCC)CCCC